C(C)(C)C=1C(=NNC1C=1C=C(C=2N(C1)N=CN2)OC)C2=NC=C(C=C2C)C2CCNCC2 6-(4-isopropyl-3-(3-methyl-5-(piperidin-4-yl)pyridin-2-yl)-1H-pyrazol-5-yl)-8-methoxy-[1,2,4]triazolo[1,5-a]pyridine